methyl 2-methoxy-4-[(2-oxopyrrolidin-1-yl)methyl]benzoate COC1=C(C(=O)OC)C=CC(=C1)CN1C(CCC1)=O